OC(C)(C)[C@@H]1[C@H](C1)C=1C=2N(N=C(C1)C=1C(NC(NC1)=O)=O)C=CN2 5-(8-((1S,2S)-2-(2-hydroxypropan-2-yl)cyclopropyl)imidazo[1,2-b]pyridazin-6-yl)pyrimidine-2,4(1H,3H)-dione